C(C)C(COC(CCCCCCCCCCC)=O)CCCC 2-Ethylhexyl-laurat